OCCCOC(CCCCCCCCC)=O 3-hydroxypropyldecanoate